methylhexahydropyrrolo[1,2-a]pyrazin-1(2H)-one CN1C(C2N(CC1)CCC2)=O